(E)-N-(2-(4-cyclopropylpiperazin-1-yl)-5-(4-(2,6-dichloro-3,5-dimethoxyphenyl)imidazo[1,2-a][1,6]naphthyridin-8-yl)-4-methoxyphenyl)but-2-enamide C1(CC1)N1CCN(CC1)C1=C(C=C(C(=C1)OC)C1=NC=C2C=C(C=3N(C2=C1)C=CN3)C3=C(C(=CC(=C3Cl)OC)OC)Cl)NC(\C=C\C)=O